5-(4,4,5,5-tetramethyl-1,3,2-dioxaborolan-2-yl)benzo[d]oxazol-2-amine CC1(OB(OC1(C)C)C=1C=CC2=C(N=C(O2)N)C1)C